Cl.FC1=C(C=CC(=C1)OC)C=1C(=NC(=NC1)NCC1CN(CCO1)C)C 5-(2-fluoro-4-methoxyphenyl)-4-methyl-N-((4-methylmorpholin-2-yl)methyl)pyrimidin-2-amine, hydrochloride salt